S1C2=C(C=C1)C=C(C=C2)C=2C=C1CN(CC1=CC2)C(=O)NC2=CNC1=CC=C(C=C21)F 5-(benzo[b]thiophen-5-yl)-N-(5-fluoro-1H-indol-3-yl)isoindoline-2-carboxamide